(1r,4r)-4-(5-bromothiazol-2-yl)cyclohexan-1-ol tert-butyl-(1-((2-fluoro-5-(hydroxymethyl)phenyl)sulfonyl)azetidin-3-yl)(methyl)carbamate C(C)(C)(C)CN(C(=O)OC1CCC(CC1)C=1SC(=CN1)Br)C1CN(C1)S(=O)(=O)C1=C(C=CC(=C1)CO)F